O([Al])[Al] oxydialuminum